3H-spiro[isobenzofuran-1,4'-piperidine]-1'-carboxamide N1(CCC2(CC1)OCC1=CC=CC=C12)C(=O)N